CC1(OB(OC1(C)C)C=1C=C2CCCC(C2=CC1)=O)C 6-(4,4,5,5-tetramethyl-1,3,2-dioxaborolan-2-yl)-3,4-dihydronaphthalen-1(2H)-one